BrC=1N(N=C2C=C(C=CC12)C1=C(C=CC=C1)F)CCCN(C)C 3-(3-bromo-6-(2-fluorophenyl)-2H-indazol-2-yl)-N,N-dimethylpropan-1-amine